1-[2-(dimethylamino)-1-methyl-ethyl]-6-[6-fluoro-8-(methylamino)-4-morpholino-9H-pyrido[2,3-b]indol-3-yl]-4-oxo-1,8-naphthyridine-3-carboxylic acid CN(CC(C)N1C=C(C(C2=CC(=CN=C12)C1=C(C2=C(NC3=C(C=C(C=C23)F)NC)N=C1)N1CCOCC1)=O)C(=O)O)C